5-amino-1,2-dihydro-phthalazin-1-one NC1=C2C=NNC(C2=CC=C1)=O